7-methyl-5-oxo-3-styryl-octanoic acid CC(CC(CC(CC(=O)O)C=CC1=CC=CC=C1)=O)C